Cl.N1C(C=CC=C1)=O 1,2-dihydropyridin-2-one hydrochloride salt